ethylenediaminetetraacetic acid Cerium isopropoxide CC([O-])C.[Ce+3].C(CN(CC(=O)O)CC(=O)O)N(CC(=O)O)CC(=O)O.CC([O-])C.CC([O-])C